NC(CCC1=NN2C(CN(CCC2)C(=O)OC(C)(C)C)=C1)=O tert-butyl 2-(3-amino-3-oxopropyl)-7,8-dihydro-4H-pyrazolo[1,5-a][1,4]diazepine-5(6H)-carboxylate